3-(((2-fluoro-4-(methoxycarbonyl)-6-nitrophenyl)amino)methyl)azetidine-1-carboxylic acid benzyl ester C(C1=CC=CC=C1)OC(=O)N1CC(C1)CNC1=C(C=C(C=C1[N+](=O)[O-])C(=O)OC)F